5,6-dichloro-4-aminopyridazine ClC=1C(=CN=NC1Cl)N